3-[(4-methoxyphenyl)methoxy]-1-(4,4,4-trifluorobutyl)indazol-7-ol COC1=CC=C(C=C1)COC1=NN(C2=C(C=CC=C12)O)CCCC(F)(F)F